{[3-(Dodecanoylamino)propyl](dimethyl) ammonio}acetate C(CCCCCCCCCCC)(=O)NCCC[N+](C)(C)CC(=O)[O-]